[N+](=O)([O-])C=1C=C(C(=O)NNC(NC=2C=C3C=NN(C3=CC2)C2OCCCC2)=O)C=CC1 2-(3-nitrobenzoyl)-N-(1-(tetrahydro-2H-pyran-2-yl)-1H-indazol-5-yl)carbamoyl-hydrazine